Butyl 3-(isoquinolin-3-yl)-3,8-diazabicyclo[3.2.1]octane-8-carboxylate C1=NC(=CC2=CC=CC=C12)N1CC2CCC(C1)N2C(=O)OCCCC